2-(2-hexanamido-4-nitro-1,3-dioxo-2,3-dihydro-1H-inden-2-yl)-5-isopropylphenyl hexanoate C(CCCCC)(=O)OC1=C(C=CC(=C1)C(C)C)C1(C(C2=CC=CC(=C2C1=O)[N+](=O)[O-])=O)NC(CCCCC)=O